FC(C(=O)O)(F)F.S1C(=NC=C1)N thiazol-2-amine trifluoroacetate salt